N-[4-chloro-2-[[(1S)-3-(cyclopropylamino)-2,3-dioxo-1-[[(3S)-2-oxopyrrolidin-3-yl]methyl]propyl]carbamoyl]-5-fluoro-phenyl]-5-(trifluoromethyl)pyridine-3-carboxamide ClC1=CC(=C(C=C1F)NC(=O)C=1C=NC=C(C1)C(F)(F)F)C(N[C@H](C(C(=O)NC1CC1)=O)C[C@H]1C(NCC1)=O)=O